[3-(2'-Cyclopropyl-3-hydroxymethyl-biphenyl-4-yl)-pyrrolidin-1-yl]-(6-methyl-pyrazin-2-yl)-methanone C1(CC1)C1=C(C=CC=C1)C1=CC(=C(C=C1)C1CN(CC1)C(=O)C1=NC(=CN=C1)C)CO